4-(METHYLAMINOPHENOXY)PYRiDIN-3-YL-BENZAMIDE CNC1=C(OC2=C(C=NC=C2)C2=C(C(=O)N)C=CC=C2)C=CC=C1